(4-(2,3-difluoro-4-(1H-pyrazol-4-yl)phenyl)piperidin-1-yl)(1-hydroxycyclohexyl)methanone FC1=C(C=CC(=C1F)C=1C=NNC1)C1CCN(CC1)C(=O)C1(CCCCC1)O